Cl.NCC=1SC(=CN1)S(=O)(=O)C=1C=C(C=C(C1)C1=CC=CC=C1)C(=O)OC(C)C Isopropyl 5-((2-(aminomethyl)thiazol-5-yl)sulfonyl)-[1,1'-biphenyl]-3-carboxylate hydrochloride